[Si](C)(C)(C(C)(C)C)OCC/C(=N/O)/Cl (1Z)-3-[tert-butyl(dimethyl)silyl]oxy-N-hydroxy-propanimidoyl chloride